(5-isopropyl-1H-pyrazol-3-yl)[(1R,5S,6r)-6-(4-phenyl-4H-1,2,4-triazol-3-yl)-3-azabicyclo[3.1.0]hex-3-yl]methanone C(C)(C)C1=CC(=NN1)C(=O)N1C[C@H]2C([C@H]2C1)C1=NN=CN1C1=CC=CC=C1